BrC=1C(=NC2=CC=CC=C2C1)C(=O)NC bromo-N-methyl-quinoline-2-carboxamide